octaoxaheptacosan-27-amide OOOOOOOOCCCCCCCCCCCCCCCCCCC(=O)N